N-(4-sulfo)butyl-imidazole hydrogen sulfate S(=O)(=O)(O)O.S(=O)(=O)(O)CCCCN1C=NC=C1